5-(4-(2-azaspiro[3.3]hept-2-ylmethyl)phenyl)-2-amino-N-((1r,4r)-4-hydroxycyclohexyl)nicotinamide C1N(CC12CCC2)CC2=CC=C(C=C2)C=2C=NC(=C(C(=O)NC1CCC(CC1)O)C2)N